(2-bromoethoxy)isocoumarin BrCCOC=1OC(=O)C2=CC=CC=C2C1